N=C(CCNC(=O)C=1N(C=C(C1)NC(=O)C=1N(C=C(C1)[N+](=O)[O-])C)C)NCCC1CCOCC1 N-(3-imino-3-((2-(tetrahydro-2H-pyran-4-yl)ethyl)amino)propyl)-1-methyl-4-(1-methyl-4-nitro-1H-pyrrole-2-carboxamido)-1H-pyrrole-2-carboxamide